(aminomethyl)-6-(1-{1-[(tert-butoxy)carbonyl]piperidin-4-yl}-1H-pyrazol-4-yl)-1,3-diethyl-1H-1,3-benzodiazol-3-ium iodide [I-].NCC1=[N+](C2=C(N1CC)C=C(C=C2)C=2C=NN(C2)C2CCN(CC2)C(=O)OC(C)(C)C)CC